(3-(benzyloxy)-2-(hydroxymethyl)-4-methoxyphenyl)-N-(4-(benzyloxy)-3-(methoxy-d3)phenethyl)acetamide C(C1=CC=CC=C1)OC=1C(=C(C=CC1OC)CC(=O)NCCC1=CC(=C(C=C1)OCC1=CC=CC=C1)OC([2H])([2H])[2H])CO